C(C1=CC=CC=C1)OC([C@@H](NC(=O)OC(C)(C)C)CC(=O)O)=O Boc-L-aspartic acid-1-benzyl ester